FC(C(C(F)(F)F)(O)C1=CC=C(C=C1)NC(=O)C1NCC2=CC(=CC=C12)S(=O)(=O)CC1(CC1)O)(F)F N-[4-(1,1,1,3,3,3-Hexafluoro-2-hydroxypropan-2-yl)phenyl]-5-{[(1-hydroxycyclopropyl)methyl]sulfonyl}-2,3-dihydro-1H-isoindol-1-carboxamid